3-[4,6-diamino-3-(2-amino-benzooxazol-5-yl)-pyrazolo[3,4-d]pyrimidin-1-yl]-2,2-dimethyl-propan-1-ol NC1=C2C(=NC(=N1)N)N(N=C2C=2C=CC1=C(N=C(O1)N)C2)CC(CO)(C)C